DL-3-AMINOISOBUTYRIC ACID CC(CN)C(=O)O